BrC=1C=CC=C2C=NNC12 7-Bromo-1H-indazole